rel-tert-butyl (3R,4R)-4-{[6-(dibenzylamino)-5-nitropyrimidin-4-yl] amino}-3-fluoropiperidine-1-carboxylate C(C1=CC=CC=C1)N(C1=C(C(=NC=N1)N[C@H]1[C@@H](CN(CC1)C(=O)OC(C)(C)C)F)[N+](=O)[O-])CC1=CC=CC=C1 |o1:15,16|